(3,4-dihydro-2H-thiopyrano[3,2-b]pyridin-4-yl)-N-methyl-methylamine dihydrochloride Cl.Cl.S1CCC(C2=NC=CC=C21)N(C)C